(R)-3-(5-(difluoromethoxy)-4-((6-oxo-5-(trifluoromethyl)-1,6-dihydropyridazin-4-yl)amino)pentyl)-6-fluoro-7-(5-(trifluoromethyl)pyrazin-2-yl)quinazolin-4(3H)-one FC(OC[C@@H](CCCN1C=NC2=CC(=C(C=C2C1=O)F)C1=NC=C(N=C1)C(F)(F)F)NC=1C=NNC(C1C(F)(F)F)=O)F